BrC1=C(C(=CC=C1)Cl)B(O)O (2-bromo-6-chloro-phenyl)boronic acid